C(C)N(CCN1C=2C3=C(C=CC2C2=CC(=C(C=C2C1=O)OC)OC)C=C1C(=C3)OCO1)CC 12-(2-(diethylamino)ethyl)-2,3-dimethoxy-[1,3]dioxolo[4',5':4,5]benzo[1,2-c]phenanthridin-13(12H)-one